tris[4'-methyl-4-(2-(5-pyrimidinyl)vinyl)-2,2'-bipyridine] iron (III) [Fe+3].CC1=CC(=NC=C1)C1=NC=CC(=C1)C=CC=1C=NC=NC1.CC1=CC(=NC=C1)C1=NC=CC(=C1)C=CC=1C=NC=NC1.CC1=CC(=NC=C1)C1=NC=CC(=C1)C=CC=1C=NC=NC1